(Z)-1-(3-(5-(dimethylamino)-2-propylphenyl)-4-oxothiazolidin-2-ylidene)-3-(2-fluoro-4-(1-(4-((trifluoromethyl)sulfinyl)phenyl)-1H-1,2,4-triazol-3-yl)phenyl)urea CN(C=1C=CC(=C(C1)N1/C(/SCC1=O)=N/C(=O)NC1=C(C=C(C=C1)C1=NN(C=N1)C1=CC=C(C=C1)S(=O)C(F)(F)F)F)CCC)C